6-carboxy-methoxy-1,3-diaminobenzene C(=O)(O)C1=CC=C(C(=C1N)OC)N